ClC1=NN2C(N=CC3=C2C(CC3)(C=3C=NN(C3)C)C)=C1 2-chloro-8-methyl-8-(1-methyl-1H-pyrazol-4-yl)-7,8-dihydro-6H-cyclopenta[e]pyrazolo[1,5-a]pyrimidine